tert-butyl 2-(3,3,3-trifluoro-2-hydroxy-2-(trifluoromethyl)propyl)hydrazine-1-carboxylate FC(C(CNNC(=O)OC(C)(C)C)(C(F)(F)F)O)(F)F